NC1=C(C(=NN1C(C)C)C1=CC=C(C=C1)CC(=O)NC1=CC(=NO1)C1CCC1)C(=O)N 5-Amino-3-(4-(2-((3-cyclobutylisoxazol-5-yl)amino)-2-oxoethyl)phenyl)-1-isopropyl-1H-pyrazole-4-carboxamide